O=C1[C@H]2[C@@H]3[C@H](N(C[C@@H]3[C@@H]1C=C2)C(=O)OC(C)(C)C)C(=O)OC 4-tert-butyl 3-methyl (1R,2R,3S,6S,7S)-10-oxo-4-azatricyclo[5.2.1.0^{2,6}]dec-8-ene-3,4-dicarboxylate